isoindolo[1,2-B]quinazolin-10(12H)-one C1=C2CN3C(=NC=4C=CC=CC4C3=O)C2=CC=C1